FC1=C(C(C(C(C1(F)F)(F)F)(F)F)(F)F)C(C(C(F)(F)F)(F)F)(C(C(C(F)(F)F)(F)F)(F)F)C(F)(F)F 1,3,3,4,4,5,5,6,6-nonafluoro-2-(1,1,1,2,2,4,4,5,5,6,6,6-dodecafluoro-3-(trifluoromethyl)hex-3-yl)cyclohex-1-ene